3-hydroxy-4-((2-hydroxyethoxy)carbonyl)benzoic acid OC=1C=C(C(=O)O)C=CC1C(=O)OCCO